ClC1=C(C(=O)N(C=2OC(=NN2)C)C)C=CC(=C1S(=O)CCC)S(=O)(=O)C 2-Chloro-N-methyl-N-(5-methyl-1,3,4-oxadiazol-2-yl)-4-(methylsulfonyl)-3-(propylsulfinyl)benzamide